trans-4-((3-fluoroazetidin-1-yl)methyl)-N-(6-(1-methyl-5-(piperidin-1-ylmethyl)-1H-pyrazol-4-yl)isoquinolin-3-yl)cyclohexane-1-carboxamide FC1CN(C1)C[C@@H]1CC[C@H](CC1)C(=O)NC=1N=CC2=CC=C(C=C2C1)C=1C=NN(C1CN1CCCCC1)C